FC(C=1C(NC=C(C1)CN1CC(C1)C(=O)N1CCN(CC1)C1=NC=C(C=N1)C(F)(F)F)=O)(F)F 3-(trifluoromethyl)-5-((3-(4-(5-(trifluoromethyl)pyrimidin-2-yl)piperazine-1-carbonyl)azetidin-1-yl)methyl)pyridin-2(1H)-one